FC=1C=C(C=CC1F)[C@H]1N([C@H](CC1)C)CC(=O)O 2-((2S,5S)-2-(3,4-difluorophenyl)-5-methylpyrrolidin-1-yl)acetic acid